piperazin-1-yl-(o-tolyl)methanone ethyl-(2S,3R)-3-((tert-butoxycarbonyl)amino)-2-((3-nitropyridin-2-yl)thio)-3-phenylpropanoate C(C)OC([C@H]([C@@H](C1=CC=CC=C1)NC(=O)OC(C)(C)C)SC1=NC=CC=C1[N+](=O)[O-])=O.N1(CCNCC1)C(=O)C1=C(C=CC=C1)C